cyano-3-hydroxymethyl-4-hydroxycinnamic acid C(#N)C(C(=O)O)=CC1=CC(=C(C=C1)O)CO